((2S,3R,4R)-3-methyl-4-(phenylamino)-2-propyl-3,4-dihydro-1,7-naphthyridin-1(2H)-yl)ethanone C[C@H]1[C@@H](N(C2=CN=CC=C2[C@@H]1NC1=CC=CC=C1)C(C)=O)CCC